N-((5-phenyl-1,3,4-thiadiazol-2-yl)methyl)-1-(pyrimidin-5-yl)-1H-1,2,3-triazole-4-carboxamide C1(=CC=CC=C1)C1=NN=C(S1)CNC(=O)C=1N=NN(C1)C=1C=NC=NC1